ClC=1C=C2C(NC(=NC2=CC1)CN1CC(C2=CC=CC=C12)C)=O 6-chloro-2-[(3-methylindolin-1-yl)methyl]-3H-quinazolin-4-one